N1=C(C=CC=C1)C=1N=C(SC1C#N)NC1=NC=CC(=C1)C(F)(F)F 4-(Pyridin-2-yl)-2-((4-(trifluoromethyl)pyridin-2-yl)amino)thiazole-5-carbonitrile